ClC(CC)(Cl)Cl 1-(trichloromethyl)ethane